1,3-propanediyl-bis[3-(dodecylthio)propionate] C(CCC(C(=O)[O-])CSCCCCCCCCCCCC)C(C(=O)[O-])CSCCCCCCCCCCCC